CCCCCCCC(CCCCCCCCCCC)(O)O nonadecane-8,8-diol